(2,5-dimethylthiophen-3-yl)methanol methyl-2-[[7-benzyloxy-5-fluoro-6-(1,1,4-trioxo-1,2,5-thiadiazolidin-2-yl)-2-naphthyl]amino]-2-oxo-acetate CN(C(C(=O)OCC1=C(SC(=C1)C)C)=O)C1=CC2=CC(=C(C(=C2C=C1)F)N1S(NC(C1)=O)(=O)=O)OCC1=CC=CC=C1